rac-2-Thioxo-3-(2-((2R,4R)-1-tosyl-4-(trifluoromethyl)piperidin-2-yl)benzyl)-1,2,3,7-tetrahydro-6H-purin-6-one S=C1NC(C=2NC=NC2N1CC1=C(C=CC=C1)[C@@H]1N(CC[C@H](C1)C(F)(F)F)S(=O)(=O)C1=CC=C(C)C=C1)=O |r|